(6Ar,10aR)-6,6,9-trimethyl-3-[2-(4-propylphenyl)propan-2-yl]-6a,7,10,10a-tetrahydrobenzo[c]chromen-1-ol CC1(OC=2C=C(C=C(C2[C@H]2[C@H]1CC=C(C2)C)O)C(C)(C)C2=CC=C(C=C2)CCC)C